C1(CCCCC1)C(C(=O)OCC=1N(CCCN1)C)(C1=CC=CC=C1)O 1,4,5,6-tetrahydro-1-methylpyrimidin-2-ylmethyl α-cyclohexyl-α-hydroxy-α-phenylacetate